FC1(CC(C1)CN1C(N(C2=CC(=C(C=C2C1=O)NC(=O)N1C[C@@H](CCC1)N1C(C2=CC=CC=C2C1)=O)F)C(C)C)=O)F (3R)-N-(3-((3,3-difluorocyclobutyl)-methyl)-7-fluoro-1-isopropyl-2,4-dioxo-1,2,3,4-tetrahydro-quinazolin-6-yl)-3-(1-oxo-1,3-dihydro-2H-isoindol-2-yl)-piperidine-1-carboxylic acid amide